5-chloro-1'-(2-{4-[(1R) or (1S)-1-methanesulfonylethyl]phenoxy}ethyl)-1,2-dihydrospiro[indole-3,4'-piperidin]-2-one ClC=1C=C2C(=CC1)NC(C21CCN(CC1)CCOC1=CC=C(C=C1)[C@@H](C)S(=O)(=O)C)=O |o1:24|